ClC1=CC(=NC(=N1)C(C)C)N 6-chloro-2-isopropylpyrimidin-4-amine